2-(3-fluoro-4-((4-(5-fluoro-1H-indol-3-yl)-3,6-dihydropyridin-1(2H)-yl)methyl)phenoxy)-N-hydroxyacetamide FC=1C=C(OCC(=O)NO)C=CC1CN1CCC(=CC1)C1=CNC2=CC=C(C=C12)F